(5S,8S,10aR)-3-[(benzyloxy)carbonyl]-5-{[(tert-butoxy)carbonyl]amino}-6-oxo-decahydro-pyrrolo[1,2-a][1,5]diazocine-8-carboxylic acid C(C1=CC=CC=C1)OC(=O)N1CC[C@@H]2N(C([C@H](C1)NC(=O)OC(C)(C)C)=O)[C@@H](CC2)C(=O)O